L-fucitol C([C@@H](O)[C@H](O)[C@H](O)[C@@H](O)C)O